ClC=1C=C(CNCCCCOC2CN(C2)C2=NC3=C(C4=CN=CC=C24)C=CC(=C3)C(=O)O)C=CC1OC(F)(F)F 5-(3-(4-((3-chloro-4-(trifluoromethoxy)benzyl)amino)butoxy)azetidin-1-yl)benzo[c][2,6]naphthyridine-8-carboxylic acid